(E)-4-(dimethylamino)-N-(3-fluoro-4-((3-fluorobenzyl)oxy)phenyl)but-2-enamide CN(C/C=C/C(=O)NC1=CC(=C(C=C1)OCC1=CC(=CC=C1)F)F)C